C(C)(C)N1C(=NN2C(C1=O)=NC=C2C=2C=NNC2)C=2C=NN(C2)CCNC(OC(C)(C)C)=O tert-Butyl (2-(4-(3-isopropyl-4-oxo-7-(1H-pyrazol-4-yl)-3,4-dihydroimidazo[2,1-f][1,2,4]triazin-2-yl)-1H-pyrazol-1-yl)ethyl)carbamate